tert-Butyl 4-(8-(2,4-dioxo-3-((2-(trimethylsilyl)ethoxy)methyl)tetrahydropyrimidin-1(2H)-yl) imidazo[1,5-a]pyridin-3-yl)piperidine-1-carboxylate O=C1N(CCC(N1COCC[Si](C)(C)C)=O)C=1C=2N(C=CC1)C(=NC2)C2CCN(CC2)C(=O)OC(C)(C)C